C(C)(C)(C)OC(=O)N1C[C@H](CC1)[C@@H](C(=O)O)CC1=CC(=CC=C1)NC(NC1=CC(=C(C=C1)Cl)Cl)=O (2S)-2-[(3R)-1-tert-Butoxycarbonylpyrrolidin-3-yl]-3-[3-[(3,4-dichlorophenyl)carbamoylamino]phenyl]propanoic acid